3-[2-(1-cyclopropyl-6-fluoro-1,3-benzodiazol-5-yl)ethynyl]-5-(methylamino)-1-[(3S)-1-(prop-2-enoyl)pyrrolidin-3-yl]pyrazole-4-carboxamide potassium (3-methoxyphenyl)trifluoroborate COC=1C=C(C=CC1)[B-](F)(F)F.[K+].C1(CC1)N1C=NC2=C1C=C(C(=C2)C#CC2=NN(C(=C2C(=O)N)NC)[C@@H]2CN(CC2)C(C=C)=O)F